6-azathymine-1-propionamide N1(C(=O)NC(=O)C(C)=N1)CCC(=O)N